O=C1NC(CCC1N1C(C2=CC=CC(=C2C1=O)NCCNC(CCCCC=1N=NN(C1)CC=1OC=C(C(C1)=O)O)=O)=O)=O N-(2-((2-(2,6-dioxopiperidin-3-yl)-1,3-dioxoisoindol-4-yl)amino)ethyl)-5-(1-((5-hydroxy-4-oxo-4H-pyran-2-yl)methyl)-1H-1,2,3-triazol-4-yl)pentanamide